COC1=CC=C(C=C1)C(=O)N1CC(CCC1)C(=O)N1CCN(CC1)C1=CC=NC2=CC=CC=C12 (1-(4-methoxyphenylcarbonyl)piperidin-3-yl)(4-(quinolin-4-yl)piperazin-1-yl)methanone